CN1N=CC(=C1C1=CC=2N(C=C1)N=C(C2)C2(CC2)C(=O)N)O[C@@H]2CN[C@H](C2)C (5-(1-methyl-4-(((3S,5S)-5-methylpyrrolidin-3-yl)oxy)-1H-pyrazol-5-yl)pyrazolo[1,5-a]pyridin-2-yl)cyclopropanecarboxamide